COC(C1=C(C=C(C=C1O)OCCF)C=CC1=CC=C(C=C1)F)=O methyl-4-(2-fluoroethoxy)-2-(4-fluorostyryl)-6-hydroxybenzoate